(R)-1-(6-(4-(1-hydroxypropan-2-yl)-4H-1,2,4-triazol-3-yl)pyridin-2-yl)-3-(isoquinolin-1-yl)urea OC[C@@H](C)N1C(=NN=C1)C1=CC=CC(=N1)NC(=O)NC1=NC=CC2=CC=CC=C12